C(#N)C1=CC=2N(N=C1)C(=CC2)C2=CC(=C(C=N2)C2=NN=C(S2)N2CC([C@H](CC2)NC(C)=O)(F)F)NC (S)-N-(1-(5-(6-(3-cyanopyrrolo[1,2-b]pyridazin-7-yl)-4-(methylamino)pyridin-3-yl)-1,3,4-thiadiazol-2-yl)-3,3-difluoropiperidin-4-yl)acetamide